ClCCC=C(C)C (chloromethyl)dimethyl-2-propen